1-[2-fluoro-4-(4-{2-[2-fluoro-5-(trifluoromethoxy)phenyl]acetamido}-1H-1,2,3-triazol-1-yl)butyl]-N-{[4-(trifluoromethyl)pyridin-2-yl]methyl}-1H-1,2,3-triazole-4-carboxamide FC(CN1N=NC(=C1)C(=O)NCC1=NC=CC(=C1)C(F)(F)F)CCN1N=NC(=C1)NC(CC1=C(C=CC(=C1)OC(F)(F)F)F)=O